6-but-2-enyl-4-[4-(4-methylpiperazine-1-carbonyl)phenyl]-1H-pyrrolo[2,3-c]pyridin-7-one C(C=CC)N1C(C2=C(C(=C1)C1=CC=C(C=C1)C(=O)N1CCN(CC1)C)C=CN2)=O